F[C@@H](C1=CC2=C(SC(=C2)C(=O)OCC=C)C=C1)P(=O)(OC1=CC=CC=C1)N[C@H](C(=O)OCC(C)(C)OC)C Allyl 5-((1R)-fluoro((((S)-1-(2-methoxy-2-methylpropoxy)-1-oxopropan-2-yl)amino)(phenoxy)phosphoryl)methyl)benzo[b]thiophene-2-carboxylate